CN([C@@H]1[C@@H](CCC1)OC=1N=C(C2=C(N1)CN(CC2)C2=CC=CC=1CCCCC21)C2N(CCNC2)C(=O)O)C 2-((((1R,2S)-2-(dimethylamino)cyclopentyl)oxy)-7-(5,6,7,8-tetrahydronaphthalen-1-yl)-5,6,7,8-tetrahydropyrido[3,4-d]pyrimidin-4-yl)piperazine-1-carboxylic acid